(R)-2-(1,1-difluoroethyl)-5-(4-(pyrazolo[1,5-a]pyridin-2-yl)-1,4,6,7-tetrahydro-5H-imidazo[4,5-c]pyridin-5-yl)-1,3,4-oxadiazole FC(C)(F)C=1OC(=NN1)N1[C@H](C2=C(CC1)NC=N2)C2=NN1C(C=CC=C1)=C2